Cl.Cl.NC1=C(C=C(C(=C1)N)O)O 4,6-diamino-1,3-benzenediol dihydrochloride